2-(2-fluoro-6-methoxyphenyl)thiazole-4-carboxylic acid FC1=C(C(=CC=C1)OC)C=1SC=C(N1)C(=O)O